FC1=C(C=CC(=C1)I)COC1CN(C1)C(=O)OC(C)(C)C tert-butyl 3-[(2-fluoro-4-iodo-phenyl)methoxy]azetidine-1-carboxylate